Butadiene Tert-Butyl-(1-((R)-3-aminochroman-7-yl)-4-methoxypyrrolidin-3-yl)carbamate C(C)(C)(C)N(C(O)=O)C1CN(CC1OC)C1=CC=C2C[C@H](COC2=C1)N.C=CC=C